BrC1=CC=2C(C3=CC(=CC=C3C2C=C1)Br)(O)CC1=CC=C(C=C1)OC 2,7-dibromo-9-(4-methoxybenzyl)-9H-fluoren-9-ol